6-(3-(1H-imidazol-1-yl)propyl)-2,3-dimethoxy-5H-[1,3]dioxolo[4',5':5,6]indeno[1,2-c]isoquinoline-5,12(6H)-dione N1(C=NC=C1)CCCN1C(C2=CC(=C(C=C2C2=C1C=1C=C3C(=CC1C2=O)OCO3)OC)OC)=O